C(C(C)C)C(CC(C)C)=C(C(=O)OCCCC)C(=O)OCCCC di-n-butyl (diisobutylmethylene)malonate